(cyclopropylmethoxy)-5,6-dihydropyrido[3,4-d]pyrimidine-7(8H)-carboxylic acid tert-butyl ester C(C)(C)(C)OC(=O)N1CC=2N=C(N=CC2CC1)OCC1CC1